N1N=CC2=CC(=CC=C12)C1=C2C(=CN=C1)N(CC2)C(=O)C2=C(C=CC=C2)F (4-(1H-indazol-5-yl)-2,3-dihydro-1H-pyrrolo[2,3-c]pyridin-1-yl)(2-fluorophenyl)methanone